C12CNCC(CC1)N2C=2C=C(C=CC2)C=C2CCN(CC2)C(=O)OCC2=CC=CC=C2 benzyl 4-[[3-[3,8-diazabicyclo[3.2.1]octan-8-yl]phenyl]methylene]piperidine-1-carboxylate